CC1NOC=C1 3-methyl-1,2-dihydroisoxazole